5-phenyl-1,3-dioxan-2-one C1(=CC=CC=C1)C1COC(OC1)=O